BrC1=C(C=CC2=C1N(C(=N2)C)CCCN(C(OC(C)(C)C)=O)C)Cl tert-butyl N-[3-(7-bromo-6-chloro-2-methyl-benzimidazol-1-yl)propyl]-N-methyl-carbamate